3-((4-(dimethylamino)piperidin-1-yl)sulfonyl)-4-fluoro-N-(6-(1-methyl-5-(piperidin-1-ylmethyl)-1H-pyrazol-4-yl)isoquinolin-3-yl)benzamide CN(C1CCN(CC1)S(=O)(=O)C=1C=C(C(=O)NC=2N=CC3=CC=C(C=C3C2)C=2C=NN(C2CN2CCCCC2)C)C=CC1F)C